ClC=1C=C(C=CC1F)N1C=C(C(C2=CC=CC=C12)=O)C(=O)O 1-(3-chloro-4-fluorophenyl)-4-oxo-1,4-dihydroquinoline-3-carboxylic acid